tert-butyl 8-(6-benzyl-2-(pyridin-4-yl) pyrido[3,4-d]pyrimidin-4-yl)-2,8-diazaspiro[4.5]decane-2-carboxylate C(C1=CC=CC=C1)C1=CC2=C(N=C(N=C2N2CCC3(CCN(C3)C(=O)OC(C)(C)C)CC2)C2=CC=NC=C2)C=N1